ClC1=NC=C2C(=N1)N(N=C2NC2=C(C=CC=C2C)C)C 6-chloro-N-(2,6-Dimethylphenyl)-1-methyl-1H-pyrazolo[3,4-d]pyrimidin-3-amine